FC(OC1=C(C(=C(C=C1)NC=1C2=C(N=CN1)C=CC(=N2)O[C@@H]2CN(CC2)C(C=C)=O)F)F)F (S)-1-(3-((4-((4-(difluoromethoxy)-2,3-difluorophenyl)amino)pyrido[3,2-d]pyrimidin-6-yl)oxy)pyrrolidin-1-yl)prop-2-en-1-one